tert-Butyl 4-(4-{5-[5-fluoro-6-(2-methoxyethoxy)-1H-indazol-3-yl]-1,2-oxazol-3-yl}benzoyl)piperazine-1-carboxylate FC=1C=C2C(=NNC2=CC1OCCOC)C1=CC(=NO1)C1=CC=C(C(=O)N2CCN(CC2)C(=O)OC(C)(C)C)C=C1